bis(2,2,6,6-tetramethylpiperidin-4-yl) carbonate C(OC1CC(NC(C1)(C)C)(C)C)(OC1CC(NC(C1)(C)C)(C)C)=O